1',3'-Dimethyl-5-(piperidin-4-yl)-1'H,2H-3,4'-bipyrazole CN1N=C(C(=C1)C=1NN=C(C1)C1CCNCC1)C